C(CCCCC)P(OCCCCCC)([O-])=O.[Nd+3].C(CCCCC)OP([O-])(=O)CCCCCC.C(CCCCC)OP([O-])(=O)CCCCCC neodymium hexyl (hexylphosphonate)